C(C)C1=NN(C(=C1I)CO)C (3-ethyl-4-iodo-1-methyl-1H-pyrazol-5-yl)methanol